11-(4-(diethylamino)butyl)-5,17-dihexyl-7,15-dioxo-6,8,14,16-tetraoxa-11-azahenicosanedioate C(C)N(CCCCN(CCOC(OC(CCCC(=O)[O-])CCCCCC)=O)CCOC(OC(CCCC(=O)[O-])CCCCCC)=O)CC